N[C@H](CC=1C=C2C(=NC(=NN2C1Cl)Cl)NCC=1SC=CC1)C (S)-6-(2-aminopropyl)-2,7-dichloro-N-(thiophen-2-ylmethyl)pyrrolo[2,1-f][1,2,4]triazin-4-amine